N-((R)-(2-((S*)-Amino((1R,3s,5S)-6,6-difluorobicyclo[3.1.0]hexan-3-yl)methyl)imidazo[1,2-b]pyridazin-7-yl)(cyclopropyl)methyl)-2-(3,3-difluorocyclobutyl)acetamide N[C@H](C=1N=C2N(N=CC(=C2)[C@H](NC(CC2CC(C2)(F)F)=O)C2CC2)C1)C1C[C@H]2C([C@H]2C1)(F)F |o1:1|